2-ethyl-4-fluoro-7-methoxy-6-(4,4,5,5-tetramethyl-1,3,2-dioxaborolan-2-yl)isoquinolin-1-one C(C)N1C(C2=CC(=C(C=C2C(=C1)F)B1OC(C(O1)(C)C)(C)C)OC)=O